COC=1C(=NC=CC1)C1(CC2C(N(OC2(C)C)C)C(C1)C)C rac-5-(3-methoxypyridin-2-yl)-1,3,3,5,7-pentamethyloctahydrobenzo[c]isoxazole